2,2'-dimethyl-4,4'-sulfonyldiphenol CC1=C(C=CC(=C1)S(=O)(=O)C1=CC(=C(C=C1)O)C)O